5,15-bis(2-octylundecyl)-porphyrin C(CCCCCCC)C(CC=1C2=CC=C(N2)C=C2C=CC(C(=C3C=CC(=CC=4C=CC1N4)N3)CC(CCCCCCCCC)CCCCCCCC)=N2)CCCCCCCCC